2-(3-Aminopropoxy)-N-(4-hydroxy-3-(methylsulfonylamino)phenyl)-4'-(trifluoromethyl)-[1,1'-biphenyl]-4-carboxamide hydrochloride Cl.NCCCOC1=C(C=CC(=C1)C(=O)NC1=CC(=C(C=C1)O)NS(=O)(=O)C)C1=CC=C(C=C1)C(F)(F)F